(Z)-N-(3-hydroxy-4-(1H-tetrazol-5-yl)phenyl)-4-(5-(2-methylbenzylidene)-2,4-dioxothiazolidin-3-yl)butanamide OC=1C=C(C=CC1C1=NN=NN1)NC(CCCN1C(S\C(\C1=O)=C/C1=C(C=CC=C1)C)=O)=O